C(#N)C1=CC=2N(N=C1)C(=CC2)C2=NC=C(C(=O)NC[C@H](C(C)(C)O)F)C(=C2)NC2CCC(CC2)(F)C=2OC(=NN2)C(F)F (R)-6-(3-cyanopyrrolo[1,2-b]pyridazin-7-yl)-4-((4-(5-(difluoromethyl)-1,3,4-oxadiazol-2-yl)-4-fluorocyclohexyl)amino)-N-(2-fluoro-3-hydroxy-3-methylbutyl)nicotinamide